OCC(CNC(N)=S)(C)C 3-(3-hydroxy-2,2-dimethylpropyl)thiourea